C(=O)(O)C(CC[C@@H](C(=O)[O-])F)C 5-carboxyl-2(S)-fluorohexanoate